6-chloro-1,1-dimethoxyhexane ClCCCCCC(OC)OC